6-((1S,3R)-3-methyl-2-(2,2,2-trifluoroethyl)-2,3,4,9-tetrahydro-1H-pyridino[3,4-b]indol-1-yl)pyridine-3-amine C[C@@H]1CC2=C(NC3=CC=CC=C23)[C@H](N1CC(F)(F)F)C1=CC=C(C=N1)N